N-(6-(4-cyano-2-fluorophenyl)thiazolo[4,5-b]pyrazin-2-yl)-5'-methoxy-2',6-dimethyl-[4,4'-bipyridine]-3-carboxamide C(#N)C1=CC(=C(C=C1)C=1N=C2C(=NC1)N=C(S2)NC(=O)C=2C=NC(=CC2C2=CC(=NC=C2OC)C)C)F